(S)-1'-(6-((2-amino-5-chloropyridin-4-yl)thio)pyrido[2,3-b]pyrazin-2-yl)-5,7-dihydrospiro[cyclopenta[b]pyridine-6,4'-piperidine]-5-amine NC1=NC=C(C(=C1)SC=1C=CC=2C(=NC=C(N2)N2CCC3(CC2)[C@@H](C=2C(=NC=CC2)C3)N)N1)Cl